2,6-di-t-butyl-4-hydroxymethylphenol C(C)(C)(C)C1=C(C(=CC(=C1)CO)C(C)(C)C)O